7-(4-oxobutyl)-3,4-dihydro-1,8-naphthyridine-1(2H)-carboxylic acid tert-butyl ester C(C)(C)(C)OC(=O)N1CCCC2=CC=C(N=C12)CCCC=O